N-(6-aminopyridin-3-yl)-3-(3,4-difluoro-2-methoxyphenyl)-5-methyl-5-(trifluoromethyl)tetrahydrothiophene-2-carboxamide NC1=CC=C(C=N1)NC(=O)C1SC(CC1C1=C(C(=C(C=C1)F)F)OC)(C(F)(F)F)C